COC=1C=C(CNC2=C(C=CC=C2)F)C=CC1OC (3,4-dimethoxybenzyl)-2-fluoroaniline